methyl (S)-4-((6-methyl-2-(((R)-6-oxohexan-2-yl)oxy)pyridin-3-yl)sulfonyl)morpholine-3-carboxylate CC1=CC=C(C(=N1)O[C@H](C)CCCC=O)S(=O)(=O)N1[C@@H](COCC1)C(=O)OC